COCCOCCOCCOCCNCCOCCOCCOCCOC N,N-bis(methoxyethoxyethoxyethoxyethyl)amine